C1(=CC=C(C=C1)S1C=NC(=C1)C1=CC=C(C=C1)C)C 1,4-di(p-tolyl)thiazole